C[C@H]1N(CCC1)C=1C=CC(=NC1)N (R)-5-(2-methylpyrrolidin-1-yl)pyridin-2-amine